BrC1=CC2=C(N=C(S2)NC(CN2CCN(CC2)C2=NC=C(C=N2)OC(C(=O)OC)C)=O)C=C1 methyl 2-((2-(4-(2-((6-bromobenzo[d]thiazol-2-yl)amino)-2-oxoethyl)piperazin-1-yl)pyrimidin-5-yl)oxy)propanoate